COC(=O)C1=CC=C2CCN(C2=C1)C(=O)N1[C@H]2CC(C[C@@H]1CC2)OCC=2C(=NOC2C2CC2)C2=C(C=CC=C2F)F 1-((1R,3R,5S)-3-((5-cyclopropyl-3-(2,6-difluorophenyl)isoxazol-4-yl)methoxy)-8-azabicyclo[3.2.1]octane-8-carbonyl)indoline-6-carboxylic acid methyl ester